6-{2-[(oxacyclohex-4-yl)amino]pyrimidin-4-yl}-2-[2-oxo-2-(1,2,3,4-tetrahydroisoquinolin-2-yl)ethyl]-2,3-dihydro-1H-isoindol-1-one O1CCC(CC1)NC1=NC=CC(=N1)C1=CC=C2CN(C(C2=C1)=O)CC(N1CC2=CC=CC=C2CC1)=O